FC1(C=2C=C(C=NC2C(CC1)=C)C)C(=O)OC methyl 5-fluoro-3-methyl-8-methylene-5,6,7,8-tetrahydroquinoline-5-carboxylate